S1C(=NC2=C1C=CC=C2)C(CC2=CC(=CC=C2)C(N)=N)NS(=O)(=O)C=2C=C(C=CC2)NC(=O)C=2C=NC=CC2 N-[3-[[1-(1,3-benzothiazol-2-yl)-2-(3-carbamimidoylphenyl)ethyl]sulfamoyl]phenyl]pyridine-3-carboxamide